ethyl 4-(1H-indazol-5-ylsulfonyl)-5-methyl-1-(2,2,2-trifluoroethyl)pyrrole-2-carboxylate N1N=CC2=CC(=CC=C12)S(=O)(=O)C=1C=C(N(C1C)CC(F)(F)F)C(=O)OCC